((2S,5R)-4-(1-(4-fluoro-2-(trifluoromethyl)phenyl)ethyl)-2,5-dimethylpiperazin-1-yl)-4-methyl-2-(tetrahydro-2H-pyran-2-yl)-2,4-dihydro-5H-pyrazolo[4,3-d]pyrimidin-5-one FC1=CC(=C(C=C1)C(C)N1C[C@@H](N(C[C@H]1C)C=1N(N=C2C1N(C(N=C2)=O)C)C2OCCCC2)C)C(F)(F)F